(5-chloro-6-vinylpyridin-3-yl)carbamic acid tert-butyl ester C(C)(C)(C)OC(NC=1C=NC(=C(C1)Cl)C=C)=O